ClC=1C(=CC(=C(OC=2C(=NC(=NC2)NC(C)C)N)C1)C(C)C)OC 5-(5-Chloro-2-isopropyl-4-methoxy-phenoxy)-N*2*-isopropyl-pyrimidine-2,4-diamine